C1(CC1)OC[C@@H](C(F)(F)F)N[S@](=O)C(C)(C)C (R)-N-((S)-3-cyclopropoxy-1,1,1-trifluoropropan-2-yl)-2-methylpropane-2-sulfinamide